FC=1C(=NC=C(C1)C1CCN(CC1)C1COC1)C1=NNC(=C1C(C)C)C=1C=C(C=2N(C1)N=CN2)OC 6-(3-(3-fluoro-5-(1-(oxetan-3-yl)piperidin-4-yl)pyridin-2-yl)-4-isopropyl-1H-pyrazol-5-yl)-8-methoxy-[1,2,4]triazolo[1,5-a]pyridine